FC1(OC2=C(O1)C=CC(=C2)[C@H](C)N)F (1S)-1-(2,2-difluoro-1,3-benzodioxol-5-yl)ethanamine